ammonium oleate sulfate S(=O)(=O)([O-])[O-].C(CCCCCCC\C=C/CCCCCCCC)(=O)[O-].[NH4+].[NH4+].[NH4+]